(R)-3-(3,3-dimethylbutoxy)pyrrolidine hydrochloride Cl.CC(CCO[C@H]1CNCC1)(C)C